CC1=CC=C(N=N1)CNC(C1=CC(=CC(=C1)C=1SC(=CN1)C)OC1=CC(=NC=C1)C)=O N-[(6-Methylpyridazin-3-yl)methyl]-3-[(2-methyl-pyridin-4-yl)oxy]-5-(5-methyl-1,3-thiazol-2-yl)benzamide